CC1=CC=C(CCC(=O)O)C=C1.N1(CC2(CCC1)COC1=C2C=CC=C1)CC1=C(N=C(S1)NC(C)=O)F N-(5-((2H-spiro[benzofuran-3,3'-piperidin]-1'-yl)methyl)-4-fluorothiazol-2-yl)acetamide para-methyl-benzyl-acetate